OC(C)(C)C=1C(=CC2=CN(N=C2C1)C1CCC(CC1)CN(CCC1CCNCC1)C)NC(=O)C1=NC(=CC=C1)C(F)(F)F N-(6-(2-hydroxyprop-2-yl)-2-((1r,4r)-4-((methyl-(2-(piperidin-4-yl)ethyl)amino)methyl)cyclohexyl)-2H-indazol-5-yl)-6-(trifluoromethyl)pyridinecarboxamide